C(C(C)C)OC=1C(=C2C(OC(=O)C2=CC1)(C(CC(=O)COCC)=O)C(CC(=O)COCC)=O)OCC(C)C diisobutyloxydi(ethoxyacetoacetyl)phthalide